1-methylcyclohexane-1-carboxylic acid 2,4-dimethoxybenzyl ester COC1=C(COC(=O)C2(CCCCC2)C)C=CC(=C1)OC